pyrrolidine-HCl salt Cl.N1CCCC1